NC=1C=NN(C1C=1C(=NC=C(C#N)C1)OC)COCC[Si](C)(C)C 5-(4-Amino-1-((2-(trimethylsilyl)ethoxy)methyl)-1H-pyrazol-5-yl)-6-methoxynicotinonitrile